ClC1=CC=C(C(=N1)C(=O)O)N[C@H](C)C1=C2N=C(C(=NC2=CC(=C1)C)C#N)C1CCOCC1 (R)-6-chloro-3-((1-(2-cyano-7-methyl-3-(tetrahydro-2H-pyran-4-yl)quinoxalin-5-yl)ethyl)amino)picolinic acid